FC=1C=2N(C=C(C1)NC(=O)N1CCC=3C1=NC=CC3N3C[C@H](CC3)N(C(OC(C)(C)C)=O)C)C=C(N2)C tert-butyl (S)-(1-(1-((8-fluoro-2-methylimidazo[1,2-a]pyridin-6-yl)carbamoyl)-2,3-dihydro-1H-pyrrolo[2,3-b]pyridin-4-yl)pyrrolidin-3-yl)(methyl)carbamate